4-(4-isopropylpiperazin-1-yl)butanamide 3-(2-methoxy-2-oxoethyl)-piperazine-1-carboxylate COC(CC1CN(CCN1)C(=O)O)=O.C(C)(C)N1CCN(CC1)CCCC(=O)N